oxetan-3-ylmethyl (4-bromo-2,5-dimethoxyphenethyl)carbamate BrC1=CC(=C(CCNC(OCC2COC2)=O)C=C1OC)OC